N-[4-fluoro-5-(2-morpholin-4-ylpyrimidin-5-yl)-2-[(3R,5S)-3,4,5-trimethylpiperazin-1-yl]phenyl]-6-oxo-4-(trifluoromethyl)-1H-pyridine-3-carboxamide FC1=CC(=C(C=C1C=1C=NC(=NC1)N1CCOCC1)NC(=O)C1=CNC(C=C1C(F)(F)F)=O)N1C[C@H](N([C@H](C1)C)C)C